[Pd].[Ru] ruthenium-palladium